C(C(=O)OCC)(=O)OCCC(CC=C(CC)C)C 3,6-dimethyloct-5-en-1-yl ethyl oxalate